1-{2-cyclopropyl-4-[4-(2-methoxy-phenyl)-piperidin-1-yl]-quinazolin-6-yl}-pyrrolidin-3-ol C1(CC1)C1=NC2=CC=C(C=C2C(=N1)N1CCC(CC1)C1=C(C=CC=C1)OC)N1CC(CC1)O